C1(CC1)NC(C1=CC(=C(C=C1)C)C=1C=NC(=C(C1)C(=O)N1C(C1)C)NC(CO)(C)C)=O N-cyclopropyl-3-(6-((1-hydroxy-2-methylpropan-2-yl)amino)-5-(2-methylaziridine-1-carbonyl)pyridin-3-yl)-4-methylbenzamide